2-(1-methyl-1H-indazole-6-carboxamido)-4-(3-(2-(5,6,7,8-tetrahydro-1,8-naphthyridin-2-yl)ethyl)pyrrolidin-1-yl)butanoic acid CN1N=CC2=CC=C(C=C12)C(=O)NC(C(=O)O)CCN1CC(CC1)CCC1=NC=2NCCCC2C=C1